OCOC1=CC=C(C(=O)C2=CC=C(C(/C=C/C3=CC=CC=C3)=O)C=C2)C=C1 4'-(4-hydroxymethyloxy-benzoyl)chalcone